FC=1C(=NNC1N(C)CC1=CC=C(C=C1)F)C1CC(N(CC1)S(=O)(=O)N1CCCC1)=O 4-(4-fluoro-5-{[(4-fluorophenyl)methyl](methyl)amino}-1H-pyrazol-3-yl)-1-(pyrrolidine-1-sulfonyl)piperidin-2-one